N-(2,2-difluoroethyl)-7-fluoro-N-(3-fluoro-5-(4,4,4-trifluoro-3,3-dimethylbut-1-yn-1-yl)phenyl)-[1,2,4]triazolo[4,3-a]quinazolin-5-amine FC(CN(C1=NC=2N(C3=CC=C(C=C13)F)C=NN2)C2=CC(=CC(=C2)C#CC(C(F)(F)F)(C)C)F)F